C1(CC1)C1=CC=C(C=C1)C(C1=CC=CC=C1)NC(=O)C1C(CCC1)C(=O)O 2-{[(4-cyclopropylphenyl)(phenyl)methyl]carbamoyl}cyclopentane-1-carboxylic acid